C(C)OC(=O)C=1C=C(NC1)C1=CC=C(C=C1)Cl (4-chlorophenyl)Azole-4-carboxylic acid ethyl ester